C(CC(=O)C)(=O)NCCON1CN=CN(C1)OCCNC(CC(=O)C)=O 3,5-bis[acetoacetylaminoethoxy]s-triazine